FCC12CC(CC(C=C1)(O2)CF)C2=CC(=C(N)C=C2)C2=CCC(CC2)(C)C 4-[1,5-bis(fluoromethyl)-8-oxabicyclo[3.2.1]oct-6-en-3-yl]-2-(4,4-dimethylcyclohexen-1-yl)aniline